(3-Chloro-4-fluorophenyl)-1-(2-methoxypyridin-4-yl)-1-((5-(trifluoromethyl)-1H-pyrazol-3-yl)methyl)urea ClC=1C=C(C=CC1F)NC(N(CC1=NNC(=C1)C(F)(F)F)C1=CC(=NC=C1)OC)=O